FERRIC PYROPHOSPHATE CITRATE C(CC(O)(C(=O)[O-])CC(=O)[O-])(=O)[O-].OP(O)(=O)OP(=O)(O)O.[Fe+3]